C(C)(C)(C)OC(=O)N1CCC(CC1)(O)CN1CCC(CC1)CN1[C@H](CN(CC1)C(=O)OCC1=CC=CC=C1)C benzyl (3S)-4-[[1-[(1-tert-butoxycarbonyl-4-hydroxy-4-piperidinyl) methyl]-4-piperidinyl] methyl]-3-methyl-piperazine-1-carboxylate